4-chloro-2-[(2E,4E)-5-[(1R,2R,6R)-3-(cyclopropylamino)-1,2,6-trimethylcyclohexyl]-3-methylpent-2,4-dien-1-yl]-3-methoxy-6-[(1E)-(methoxyimino)methyl]-5-methylphenol ClC1=C(C(=C(C(=C1C)/C=N/OC)O)C\C=C(\C=C\[C@@]1([C@H](C(CC[C@H]1C)NC1CC1)C)C)/C)OC